3-[(2S)-2-aminopropoxy]naphthalene-1-carbonitrile N[C@H](COC=1C=C(C2=CC=CC=C2C1)C#N)C